B(NC1=CC=CC=C1)(O)O anilineboronic acid